1-(3-(dimethylamino)benzyl)-1-(3-methoxybenzyl)thiourea CN(C=1C=C(CN(C(=S)N)CC2=CC(=CC=C2)OC)C=CC1)C